O=C1NC=C(C(N1CC1=C(C=CC=C1)F)=O)C(=O)NC1=CC=C(C=C1)N 2,4-Dioxo-3-(2-fluorobenzyl)-N-(4-aminophenyl)-1,2,3,4-tetrahydropyrimidine-5-carboxamide